NC[C@H]1C[C@H](CC1)CO ((cis)-3-(aminomethyl)cyclopentyl)methanol